CC(=C(C(=O)O)C)C.C=CC1=CC=CC=C1 Styrene dimethyl-methacrylate